ClC=1C=C(C=CC1)C1=CC(=CC=C1OC(F)F)CC#N 2-(3'-chloro-6-(difluoromethoxy)-[1,1'-biphenyl]-3-yl)acetonitrile